ethyl (R)-2-(7-(hydroxymethyl)-4,5-dihydro-3H-naphtho[1,2-d][1,2,3]triazol-3-yl)-3-methylbutanoate OCC=1C=C2CCC3=C(N=NN3[C@@H](C(=O)OCC)C(C)C)C2=CC1